4-[1-(1H-imidazol-4-yl)ethyl]-2,3-dihydro-1H-indole N1C=NC(=C1)C(C)C1=C2CCNC2=CC=C1